2-cyclobutyl-N-(1-cyclopropyl-3-(methylsulfonyl)allyl)-4-phenoxypyrimidine-5-carboxamide C1(CCC1)C1=NC=C(C(=N1)OC1=CC=CC=C1)C(=O)NC(C=CS(=O)(=O)C)C1CC1